CC(C(C(=O)O)N1C([C@@H](CC1)NC(=O)C1[N@](C1)C(C1=CC=CC=C1)(C1=CC=CC=C1)C1=CC=CC=C1)=O)C 3-methyl-2-((R)-2-oxo-3-((S)-1-tritylaziridine-2-carboxamido)pyrrolidin-1-yl)butanoic acid